FC(C=1C=CC=C(C1)O)F 5-(difluoromethyl)phenol